C(C)OC1=CC(=CC2=CN(N=C12)C)C=1C(=C(C=CC1)O)C=1N=NC(=CC1)C1CN(C1)CC (7-ethoxy-2-methyl-2H-indazol-5-yl)-2-[6-(1-ethylazetidin-3-yl)pyridazin-3-yl]phenol